methyl 2,4-diethyl-5-iodobenzoate C(C)C1=C(C(=O)OC)C=C(C(=C1)CC)I